3-aminopropyl p-toluenethiosulfonate hydrochloride Cl.CC1=CC=C(C=C1)S(=O)(OCCCN)=S